O=C(C(=O)O)C1=CC=CC=C1 oxo-benzeneacetic acid